5-[2-methoxy-6-methyl-4-(trifluoromethyl)phenyl]-1-(1-methylpiperidin-3-yl)-1H-pyrazolo[3,4-c]pyridazine COC1=C(C(=CC(=C1)C(F)(F)F)C)C=1C=C2C(=NN1)N(N=C2)C2CN(CCC2)C